[Si](C)(C)(C(C)(C)C)OCCN1[C@@H](COCC1)CCC(C(C)C)N1CC(C1)C=1C=C(C=2N(C1)C(=NC2)C)C2=C(C(=O)N(C(C)C)CC)C=C(C=C2)F 2-[6-(1-{1-[(3R)-4-{2-[(tert-butyldimethylsilyl)oxy]ethyl}morpholin-3-yl]-4-methylpentan-3-yl}azetidin-3-yl)-3-methylimidazo[1,5-a]pyridin-8-yl]-N-ethyl-5-fluoro-N-(isopropyl)benzamide